9α-Hydroxy-8,13-epoxy-labd-14-en-11-one C[C@]12CCCC([C@@H]1CC[C@@]3([C@@]2(C(=O)C[C@](O3)(C)C=C)O)C)(C)C